NCC=1C=C(C=CC1)N1N=C(C=C1C(=O)NC1=CC(=CC=C1)C(CCC1CC1)(C1=CC=NC=C1)O)C(F)(F)F 1-(3-(aminomethyl)phenyl)-N-(3-(3-cyclopropyl-1-hydroxy-1-(pyridin-4-yl)propyl)phenyl)-3-(trifluoromethyl)-1H-pyrazole-5-carboxamide